BrC1=CC=C2C=CCN(C2=C1)O 7-Bromoquinolin-1-ol